1-(trifluoromethyl)cyclopropane-1-carboxylic acid methyl ester COC(=O)C1(CC1)C(F)(F)F